N-{4-[(3S)-2,3-dihydro[1,4]dioxino[2,3-b]pyridin-3-yl]benzyl}cyclopentanamine O1C[C@@H](OC2=NC=CC=C21)C2=CC=C(CNC1CCCC1)C=C2